C(C1=CC=CC=C1)OC(=O)NC1CCC2=C(C(=C(S2)C(=O)O)Cl)C1 5-(benzyloxycarbonylamino)-3-chloro-4,5,6,7-tetrahydrobenzothiophene-2-carboxylic acid